6-bromo-N,N-bis(4-methoxybenzyl)pyridine-2-amine BrC1=CC=CC(=N1)N(CC1=CC=C(C=C1)OC)CC1=CC=C(C=C1)OC